C1CCN2CCCC12C1=NC(=NO1)C1=NC=C(C=C1)C#CC1=NC=CC=C1 5-(hexahydro-1H-pyrrolizin-7a-yl)-3-(5-(pyridin-2-ylethynyl)pyridin-2-yl)-1,2,4-oxadiazole